[Na+].N[C@H](C(=O)[O-])CCCC(=O)[O-].[Na+] L-2-aminoadipic acid sodium salt